5-(4'-((tetrahydro-2H-pyran-2-yl)oxy)-[1,1'-biphenyl]-3-yl)pentanal O1C(CCCC1)OC1=CC=C(C=C1)C1=CC(=CC=C1)CCCCC=O